CC(C)(C)OC(=O)NCC[C@H](C(=O)O)NC(=O)OCC1C2=CC=CC=C2C3=CC=CC=C13 N-alpha-Fmoc-N-gamma-Boc-D-diaminobutyric acid